C(C1=CC=CC=C1)(C1=CC=CC=C1)N1CC(C1)N1CC2=CC=C(C=C2CC1)N(CC(C)C)CC(C)C 2-(1-benzhydryl-azetidin-3-yl)-N,N-diisobutyl-1,2,3,4-tetrahydroisoquinolin-6-amine